tricyclodecanedimethanol di-(endo,exo-norborn-2-ene-5-carboxylate) C12C=CC(C(C1)C(=O)O)C2.C21C=CC(C(C2)C(=O)O)C1.C1(CCCCCCCCC1)(CO)CO.C1(CCCCCCCCC1)(CO)CO.C1(CCCCCCCCC1)(CO)CO